Isopropyl (5-(2-fluoro-5-((4-oxo-3,4-dihydrophthalazin-1-yl)methyl)phenyl)-1H-benzoimidazol-2-yl)carbamate FC1=C(C=C(C=C1)CC1=NNC(C2=CC=CC=C12)=O)C1=CC2=C(NC(=N2)NC(OC(C)C)=O)C=C1